N-(2,2'-dichloro-3'-(5-formyl-6-methoxypyridin-2-yl)-[1,1-biphenyl]-3-yl)-1-ethyl-5-methyl-4,5,6,7-tetrahydro-1H-imidazo[4,5-c]pyridine-2-carboxamide ClC1=C(C=CC=C1NC(=O)C=1N(C2=C(CN(CC2)C)N1)CC)C1=C(C(=CC=C1)C1=NC(=C(C=C1)C=O)OC)Cl